5-(3-methyl-1-((2-methyl-6-(piperazin-1-yl)pyridin-3-yl)methyl)-4,6-dihydropyrrolo[3,4-c]pyrazol-5(1H)-yl)quinoline-8-carbonitrile CC=1C2=C(N(N1)CC=1C(=NC(=CC1)N1CCNCC1)C)CN(C2)C2=C1C=CC=NC1=C(C=C2)C#N